phenoxypiperidinbenzylamine O(C1=CC=CC=C1)NCC1=CC=CC=C1N1CCCCC1